1-ethyl-3-methylimidazolium bis(trifluoromethane)sulfonimide [N-](S(=O)(=O)C(F)(F)F)S(=O)(=O)C(F)(F)F.C(C)N1C=[N+](C=C1)C